ClC=1C=CC(=C(C(=O)N2C3CC(C(C2CNC2=NC=C(C=N2)C2CC2)C)C3)C1)N1N=CC=N1 N-({2-[5-Chloro-2-(2H-1,2,3-triazol-2-yl)benzoyl]-4-methyl-2-azabicyclo[3.1.1]heptan-3-yl}methyl)-5-cyclopropylpyrimidin-2-amin